CC(C1=CC=CC=C1)C2=CC=C(C=C2)O p-(1-phenylethyl)phenol